ClC1=C(C=C(C(=C1)F)OC)C1=CC=2NC(N(C(C2S1)=O)C=1C=NC=C(C1C)Cl)=O 6-(2-chloro-4-fluoro-5-methoxy-phenyl)-3-(5-chloro-4-methyl-3-pyridinyl)-1H-thieno[3,2-d]pyrimidine-2,4-dione